N-(4-(8-fluoro-2,3-dihydrobenzo[f][1,4]thiazepine-4(5H)-yl)-2,6-dimethylphenyl)-3,3-Dimethylbutanamide FC1=CC2=C(CN(CCS2)C2=CC(=C(C(=C2)C)NC(CC(C)(C)C)=O)C)C=C1